N1=CC(=CC2=CC=CC=C12)NC(=O)NCC1OCCC1 1-quinolin-3-yl-3-(tetrahydrofuran-2-ylmethyl)urea